C(C=C)(=O)N1[C@H](CN(C[C@H]1C)C1=NC(N2C3=C(C(=C(C=C13)C(F)(F)F)C1=C(C=C(C=C1)F)F)SC[C@@H]2COC)=O)C (3S,10R)-7-((3S,5R)-4-acryloyl-3,5-dimethylpiperazin-1-yl)-10-(2,4-difluorophenyl)-3-(methoxymethyl)-9-(trifluoromethyl)-2,3-dihydro-5H-[1,4]thiazino[2,3,4-ij]quinazolin-5-one